C(C1=CC=CC=C1)OC(=O)N[C@H](C(N[C@H](C(N[C@H](C(OC(C1=CC=CC=C1)=O)=O)C)=O)C(C)C)=O)CCC(NCCOCCOCCOCCOCCOCCOCCOCCOCCC(=O)O)=O (4S,7S,10S)-10-(((benzyloxy)carbonyl)amino)-7-isopropyl-4-methyl-1,3,6,9,13-pentaoxo-1-phenyl-2,17,20,23,26,29,32,35,38-nonaoxa-5,8,14-triazahentetracontan-41-oic acid